tert-butyl ((6-cyclopropyl-8-((3-methyl-2,4-dioxoimidazolidin-1-yl)methyl)imidazo[1,2-a]pyridin-2-yl)methyl)carbamate C1(CC1)C=1C=C(C=2N(C1)C=C(N2)CNC(OC(C)(C)C)=O)CN2C(N(C(C2)=O)C)=O